C1=CC=C2C(=C1)NC(=S)S2 mercaptobenzothiazole